C(CCCCCCC)CCC[Si](OCC)(OCC)OCC 1-octyl-3-propyltriethoxysilane